(S)-2-(1-methyl-4-(4-nitrophenyl)piperazin-2-yl)acetonitrile CN1[C@H](CN(CC1)C1=CC=C(C=C1)[N+](=O)[O-])CC#N